N-(5-(4-(4-((5-azido-7-(butylamino)-2H-pyrazolo[4,3-d]pyrimidin-2-yl)methyl)-3-methoxyphenyl)piperazin-1-yl)-5-oxopentyl)stearamide N(=[N+]=[N-])C=1N=C(C=2C(N1)=CN(N2)CC2=C(C=C(C=C2)N2CCN(CC2)C(CCCCNC(CCCCCCCCCCCCCCCCC)=O)=O)OC)NCCCC